methyl 3-(4,5,6,7-tetrahydrothieno[2,3-c]pyridin-2-yl)propanoate S1C(=CC2=C1CNCC2)CCC(=O)OC